(pyridin-4-yl-methyl)-benzofuran-3-carboxamide N1=CC=C(C=C1)CC=1OC2=C(C1C(=O)N)C=CC=C2